tert-butyl 5-bromo-2-(2,6-dimethylpyridin-4-yl)-3-isopropyl-1H-indole-1-carboxylate BrC=1C=C2C(=C(N(C2=CC1)C(=O)OC(C)(C)C)C1=CC(=NC(=C1)C)C)C(C)C